BrC=1C=C2CCN(C2=CC1)C[C@](C(=O)NC1=CC(=C(C=C1)C#N)C(F)(F)F)(C)O (S)-3-(5-bromoindolin-1-yl)-N-(4-cyano-3-(trifluoromethyl)phenyl)-2-hydroxy-2-methylpropanamide